COC(C1=C(C=CC(=C1)OC)C1=CC(N(C(=C1)C)CC1=CC=CC=C1)=O)=O 2-(1-Benzyl-6-methyl-2-oxo-1,2-dihydropyridin-4-yl)-5-methoxybenzoic acid methyl ester